C(C)OC(CCCCCCCC(=O)N)=O 9-amino-9-keto-nonanoic acid ethyl ester